C(C)(C)C1C2(COC(OC2)C(=O)OCC)C[C@@H](CC1)C ethyl (10R)-7-isopropyl-10-methyl-2,4-dioxaspiro[5.5]undecane-3-carboxylate